2-(4-(4-(aminomethyl)-1-oxo-1,2-dihydrophthalazin-6-yl)-1-methyl-1H-pyrazol-5-yl)-6-cyclopropoxy-3-fluorobenzonitrile NCC1=NNC(C2=CC=C(C=C12)C=1C=NN(C1C1=C(C#N)C(=CC=C1F)OC1CC1)C)=O